ethyl 10-(3-((2-((5-fluoropyridin-2-yl)amino)-5-(methylcarbamoyl)pyridin-4-yl)amino)-2-methoxybenzamido)decanoate FC=1C=CC(=NC1)NC1=NC=C(C(=C1)NC=1C(=C(C(=O)NCCCCCCCCCC(=O)OCC)C=CC1)OC)C(NC)=O